4-methoxymethyl-2,6-di-t-butylphenol COCC1=CC(=C(C(=C1)C(C)(C)C)O)C(C)(C)C